CC=C(C(=O)O)C(C1=NC=CC=C1)O.OC=1C=C(C=CC1)CC(O)(C)C(C)(C)O 3-hydroxyphenyl-pinacol methyl-2-(hydroxy(pyridin-2-yl)methyl)acrylate